CC=1C=CC=C2N(CCN(C12)C(=O)OC(C)(C)C)C1=CC2=C(N=C(N=C2)NC=2C=C3N(CCN(C3=O)C)C2)N(C1=O)C tert-butyl 8-methyl-4-[8-methyl-2-[(2-methyl-1-oxo-3,4-dihydropyrrolo[1,2-a]pyrazin-7-yl)amino]-7-oxo-pyrido[2,3-d]pyrimidin-6-yl]-2,3-dihydroquinoxaline-1-carboxylate